C(C)(=O)N1C(CC(C1)C=1C=NC(=CC1)OCC)C(=O)O 1-acetyl-4-(6-ethoxypyridin-3-yl)pyrrolidine-2-carboxylic acid